C(C1=CC=CC=C1)OCCCCCCC(CCCCC)O 12-Benzyloxydodecan-6-ol